C(C1=CC=CC=C1)OC1=C(C#N)C=C(C=C1)F 2-(benzyloxy)-5-fluorobenzonitrile